C12C(CC(CC1)C2)CC(=O)NC2=C(C=C(C=C2F)N2CCOCC2)F 2-Bicyclo[2.2.1]hept-2-yl-N-(2,6-difluoro-4-morpholin-4-yl-phenyl)-acetamide